N,N-Bis(2-hydroxyethyl)acrylamide OCCN(C(C=C)=O)CCO